ClC1=C(C=C(C(=C1)O)[N+](=O)[O-])C1=C(C(=C(C(=C1F)F)F)F)F 2-chloro-2',3',4',5',6'-pentafluoro-5-nitro-[1,1'-biphenyl]-4-ol